rac-(2R,5R)-5-(4-bromophenyl)-2-methylmorpholine-3-one BrC1=CC=C(C=C1)[C@@H]1CO[C@@H](C(N1)=O)C |r|